O(C)C1=CC=CC2=C1N=C(O2)C methoxyl-2-methyl-1,3-benzoxazole